3-bromo-5'-methyl-4-pentyl-1',2',3',4'-tetrahydro-[1,1'-biphenyl]-2,6-diol BrC1=C(C(=C(C=C1CCCCC)O)C1CCCC(=C1)C)O